2-(((2S,4s,6S)-6-((6-fluoro-quinazolin-4-yl)amino)spiro[3.3]heptan-2-yl)oxy)nicotinamide FC=1C=C2C(=NC=NC2=CC1)NC1CC2(CC(C2)OC2=C(C(=O)N)C=CC=N2)C1